tert-butyl 4-(methyl-d3)-1,2,3-oxathiazolidine-3-carboxylate C(C1N(SOC1)C(=O)OC(C)(C)C)([2H])([2H])[2H]